OC1(COC1)C=1C=C(C=CC1)C(=O)N1CCC(CC1)C1=CC=C(C=C1)C (3-(3-hydroxyoxetan-3-yl)phenyl)(4-(p-tolyl)piperidin-1-yl)methanone